ClC=1C(=NC(=NC1)NC=1C=NN(C1)CC1=CC=C(C=C1)[N+](=O)[O-])NC=1C=NN(C1)C(=O)OC(C)(C)C tert-butyl 4-((5-chloro-2-((1-(4-nitrobenzyl)-1H-pyrazol-4-yl) amino) pyrimidin-4-yl) amino)-1H-pyrazole-1-carboxylate